C(\C=C\C(=O)O)(=O)O.S1C=CC=2[C@@H](OCC3(C21)CC3)CNC (R)-1-(4'H,6'H-spiro[cyclopropane-1,7'-thieno[3,2-c]pyran]-4'-yl)-N-methyl-methylamine fumarate salt